(S)-2-(diethylamino)-N-(1-(4-(4-isopropyl-5-(8-methoxy-[1,2,4]triazolo[1,5-a]pyridin-6-yl)-1H-pyrazol-3-yl)phenyl)ethyl)-N-methylacetamide C(C)N(CC(=O)N(C)[C@@H](C)C1=CC=C(C=C1)C1=NNC(=C1C(C)C)C=1C=C(C=2N(C1)N=CN2)OC)CC